N-(3-(2-amino-5-(2-((2,2-dioxido-2-thiaspiro[3.3]heptan-6-yl)amino)pyrimidin-4-yl)-thiazol-4-yl)-2-fluorophenyl)acetamide NC=1SC(=C(N1)C=1C(=C(C=CC1)NC(C)=O)F)C1=NC(=NC=C1)NC1CC2(CS(C2)(=O)=O)C1